C[C@]12C[C@]34C[C@H]1C[C@@H]([C@H]3[C@](C(=O)C=C4)(C)CCC(=O)NC5=C(C=CC(=C5O)C(=O)OC)O[C@@H]6[C@H]([C@@H]([C@H]([C@@H](O6)CO)O)O)O)O2 The molecule is a polycyclic cage that is the methyl ester derivative of platensimycin B4. It is isolated from Streptomyces platensis. It has a role as a bacterial metabolite. It is a cyclic ether, a cyclic ketone, a monosaccharide derivative, a member of phenols, a benzoate ester, a polycyclic cage, an aromatic amide and a monocarboxylic acid amide. It derives from a platensimycin B4.